[Si](C1=CC=CC=C1)(C1=CC=CC=C1)(C(C)(C)C)O[C@H]1[C@@](COC1)(CC)N1CCN(CC1)C(=O)OC(C)(C)C tert-butyl 4-((3S,4S)-4-((tert-butyldiphenylsilyl)oxy)-3-ethyltetrahydrofuran-3-yl)piperazine-1-carboxylate